N-(4,4-difluoro-cyclohexyl)-2-methyl-5-(trans-2-(tetrahydro-2H-pyran-4-ylamino)-cyclopropyl)thiophene-3-carboxamide FC1(CCC(CC1)NC(=O)C1=C(SC(=C1)[C@H]1[C@@H](C1)NC1CCOCC1)C)F